3-(5-(((1S,2S)-2-(3-(3-chloro-pyridin-4-yl)azetidin-1-yl)-cyclohexyl)oxy)-1-oxoisoindolin-2-yl)piperidine-2,6-dione ClC=1C=NC=CC1C1CN(C1)[C@@H]1[C@H](CCCC1)OC=1C=C2CN(C(C2=CC1)=O)C1C(NC(CC1)=O)=O